1-(2-(2-(2-Chlorobenzyl)-4-methylphenoxy)ethyl)-4-methylpiperazine ClC1=C(CC2=C(OCCN3CCN(CC3)C)C=CC(=C2)C)C=CC=C1